3-[3-methyl-2-(propan-2-yl)butoxyl-1H-pyrazol-1-yl]-2λ6-thia-3,9,11,18,23-pentaazatetracyclo[17.3.1.111,14.05,10]tetracosa-1(23),5(10),6,8,19,21-hexaene-2,2,4-trione CC(C(COC1=NN(C=C1)N1S(C=2C=CC=C(NCCCC3CCN(C=4N=CC=CC4C1=O)C3)N2)(=O)=O)C(C)C)C